C12CNCC(CCC1)N2C=2N(C(C1=C(N2)NN=C1C1=C(C2=C(N(N=C2C=C1)C)Cl)Cl)=O)C 6-(3,9-Diazabicyclo[3.3.1]nonan-9-yl)-3-(3,4-dichloro-2-methyl-2H-indazol-5-yl)-5-methyl-1,5-dihydro-4H-pyrazolo[3,4-d]pyrimidin-4-one